ethyl-vinyl chloride pyrrolidoneacrylate N1(C(CCC1)=O)C=CC(=O)O.C(C)C=CCl